N[C@H](C(=O)N1CCN(CC1)CC(F)(F)F)C (S)-2-amino-1-(4-(2,2,2-trifluoroethyl)piperazin-1-yl)propan-1-one